tert-Butyl 5-(N,N-dimethylsulfamoyl)-3-formyl-1H-indole-1-carboxylate CN(S(=O)(=O)C=1C=C2C(=CN(C2=CC1)C(=O)OC(C)(C)C)C=O)C